(Z)-N-(bis(2,6-dimethoxyphenyl)phosphino)furan-2-carbanilide COC1=C(C(=CC=C1)OC)P(N(C1=CC=CC=C1)C(=O)C=1OC=CC1)C1=C(C=CC=C1OC)OC